ClC1=CC=C(C=C1)[C@@H](CC1=NOC(=N1)CC=1C(NN=CC1CO)=O)F ({3-[(2R)-2-(4-chlorophenyl)-2-fluoroethyl]-1,2,4-oxadiazol-5-yl}methyl)-5-(hydroxymethyl)pyridazin-3-one